α-tocopherol hemisuccinate CC1=C(C(=C(C2=C1O[C@](CC2)(C)CCC[C@H](C)CCC[C@H](C)CCCC(C)C)C)OC(=O)CCC(=O)O)C